C(C)(C)OC(NC1=C(C=C(C=C1)NCC=1SC(=CC1)Br)OC)=O {4-[(5-Bromo-thiophen-2-ylmethyl)-amino]-2-methoxyphenyl}-carbamic acid isopropyl ester